4-(6-cyclohexyloxy-2-naphthyloxy)phenylacetamide C1(CCCCC1)OC=1C=C2C=CC(=CC2=CC1)OC1=CC=C(C=C1)CC(=O)N